N[C@@H]1CN(CC[C@H]1O)C(=O)OCCCC |r| butyl rac-(3R,4R)-3-amino-4-hydroxypiperidine-1-carboxylate